4-(tert-butoxycarbonylamino)cyclohexanol pyrrolidonecarboxylate N1(C(CCC1)=O)C(=O)OC1CCC(CC1)NC(=O)OC(C)(C)C